FC1=C(C=CC(=C1)F)C1=C(C=CC=C1)C1=NC2=C(N1CC)C=CC(=C2)C(=O)NC2CC(C2)C(=O)OC methyl (1s,3s)-3-(2-(2',4'-difluoro-[1,1'-biphenyl]-2-yl)-1-ethyl-1H-benzo[d]imidazole-5-carboxamido)cyclobutane-1-carboxylate